COC([C@H](CC1C(C1)(F)F)NC(=O)C=1NC2=CC=CC(=C2C1)OC)=O.BrC=1C=C(C=C(C1O)Br)C(=O)C=1N(N=C2C=CC(=CC12)C)CC (3,5-dibromo-4-hydroxyphenyl)(2-ethyl-5-methyl-2H-indazol-3-yl)methanone (2S)-methyl-3-(2,2-difluorocyclopropyl)-2-(4-methoxy-1H-indole-2-carboxamido)propanoate